5-[2-(6-azaspiro[2.5]oct-6-yl)-4-bromo-phenyl]-3-(6-fluoro-2-pyridinyl)-1,2,4-oxadiazole C1CC12CCN(CC2)C2=C(C=CC(=C2)Br)C2=NC(=NO2)C2=NC(=CC=C2)F